(S)-6-chloro-4-((4-methoxy-1-methyl-5-(2,2,2-trifluoro-1-(methoxy-d3)ethyl)-1H-indazol-3-yl)amino)-N-(methyl-d3)pyridazine-3-carboxamide ClC1=CC(=C(N=N1)C(=O)NC([2H])([2H])[2H])NC1=NN(C2=CC=C(C(=C12)OC)[C@@H](C(F)(F)F)OC([2H])([2H])[2H])C